C(OCCCCCCOC([O-])=O)([O-])=O hexane-1,6-diyl bis(carbonate)